COC1=C(C(=O)P(C2=C(CC(C=C2)(C)C)C)(C(C2=C(C=CC=C2OC)OC)=O)=O)C(=CC=C1)OC bis(2,6-dimethoxybenzoyl)-2,4,4-trimethyl-Phenylphosphine oxide